2-({3-[3-(Decyloxy)phenyl]propanoyl}[2-(dimethylamino)ethyl]amino)ethyl dihydrogen phosphate ammonium salt [NH4+].P(=O)(OCCN(CCN(C)C)C(CCC1=CC(=CC=C1)OCCCCCCCCCC)=O)(O)O